CC(CC(C=CC=CC=C)=O)CCC=C(C)C 9,13-dimethyltetradec-1,3,5,12-tetraen-7-one